5-azaspiro[2.4]heptan C1CC12CNCC2